N1=C(C=CC=C1)C=NCCCCCC N-(pyridin-2-ylmethylene)hexan-1-amine